NC1=NC=2C=CC=CC2C2=C1N=C(N2CCCCNC(C2=CC=CC=C2)=O)CCCC N-(4-(4-amino-2-butyl-1H-imidazo[4,5-c]quinolin-1-yl)butyl)benzamide